azo-bis(1-cycloheptanenitrile) N(=NC1(CCCCCC1)C#N)C1(CCCCCC1)C#N